O1C(C1)CCCCCCCC[Si](OCC)(OCC)OCC 8-oxiran-2-yloctyltriethoxysilane